CCCCCCCCCCCCCCCCCCCCCC(C(=O)N[C@@H](COP(=O)([O-])OCC[N+](C)(C)C)[C@@H](/C=C/CCCCCCCCCC(C)C)O)O The molecule is an N-acyl-15-methylhexadecasphing-4-enine-1-phosphocholine in which the acyl group has 23 carbons and 0 double bonds and is 2-hydroxylated. It derives from a 15-methylhexadecasphing-4-enine.